NCC1=CC=C(C=C1)C1=CC(=C(C=C1)OCC)S(=O)(=O)N1CCC2(CC(CO2)NC[C@@H](COC2=C(C=CC=C2)S(=O)(=O)NC)O)CC1 ((2S)-3-(8-(4'-(aminomethyl)-4-ethoxybiphenyl-3-ylsulfonyl)-1-oxa-8-azaspiro[4.5]dec-3-ylamino)-2-hydroxypropoxy)-N-methylbenzenesulfonamide